3-bromo-1-(3-chloro-2-pyridyl)-4,5-dihydro-1H-pyrazole-5-carboxylic acid ethyl ester C(C)OC(=O)C1CC(=NN1C1=NC=CC=C1Cl)Br